CC=1C=C(C(=O)OC2=C(C(=CC(=C2)Br)C=NC2=CC=C(C=C2)Cl)O)C=CC1 5-bromo-3-((4-chloro-phenylimino)methyl)-2-hydroxyphenyl 3-methylbenzoate